3-(3-(3-fluoro-5-(6-isopropylpyrazolo[1,5-a]pyridine-3-carboxamido)-4-methylphenyl)-1,2,4-oxadiazol-5-yl)azetidine-1-carboxylic acid methyl ester COC(=O)N1CC(C1)C1=NC(=NO1)C1=CC(=C(C(=C1)NC(=O)C=1C=NN2C1C=CC(=C2)C(C)C)C)F